COC1=C(NC2=NNC3=CC(=CC=C23)C(C)(C)O)C=C(C=C1)C(F)(F)F 2-{3-[2-methoxy-5-(trifluoromethyl)anilino]-1H-indazol-6-yl}propan-2-ol